3-methyloxetan-3-yl (8-amino-6-(5-amino-4-methylpyridin-3-yl)-7-fluoroisoquinolin-3-yl)carbamate NC=1C(=C(C=C2C=C(N=CC12)NC(OC1(COC1)C)=O)C=1C=NC=C(C1C)N)F